FC=1C=C2C(=CN(C(C2=CC1F)=O)C)C(C)N(C(=O)[C@H]1NC2=CC=CC=C2C1)C (2S)-N-(1-(6,7-Difluoro-2-methyl-1-oxo-1,2-dihydroisoquinolin-4-yl)ethyl)-N-methylindoline-2-carboxamide